2-acetylpyrazine sulfur [S].C(C)(=O)C1=NC=CN=C1